NC1=NC=2N(C(C=NC2C(=N1)C=1OC(=CC1)C)=O)CC1=C(C=CC=C1)OC amino-8-(2-methoxybenzyl)-4-(5-methylfuran-2-yl)pteridin-7(8H)-one